Methyl-4-(5-chloro-2-(isopropylamino)pyridin-4-yl)-1-tosyl-1H-pyrrole CC=1N(C=C(C1)C1=CC(=NC=C1Cl)NC(C)C)S(=O)(=O)C1=CC=C(C)C=C1